3-[(1R)-1-[[2-methyl-5-(4-methylpiperazin-1-yl)benzoyl]amino]ethyl]benzoic acid CC1=C(C(=O)N[C@H](C)C=2C=C(C(=O)O)C=CC2)C=C(C=C1)N1CCN(CC1)C